N-(3,5-bis(trifluoromethyl)phenyl)-2-hydroxy-5-(4-methoxybenzoyl)benzamide FC(C=1C=C(C=C(C1)C(F)(F)F)NC(C1=C(C=CC(=C1)C(C1=CC=C(C=C1)OC)=O)O)=O)(F)F